3-mercaptopropyl-ethoxydimethoxysilane SCCC[Si](OC)(OC)OCC